N-[1-(1H-indol-3-yl)hexane-2-yl]-6-(2-oxa-7-azaspiro[3.5]nonan-7-yl)-1-benzothiophene-2-carboxamide N1C=C(C2=CC=CC=C12)CC(CCCC)NC(=O)C=1SC2=C(C1)C=CC(=C2)N2CCC1(COC1)CC2